2-(((S)-2-((6-oxo-5-(trifluoromethyl)-1,6-dihydropyridazin-4-yl)amino)propoxy)methyl)cyclopropane-1-carboxylic acid O=C1C(=C(C=NN1)N[C@H](COCC1C(C1)C(=O)O)C)C(F)(F)F